N-(3-chloro-4-bromophenyl)-4-bromo-3,5-dimethylbenzenesulfonamide ClC=1C=C(C=CC1Br)NS(=O)(=O)C1=CC(=C(C(=C1)C)Br)C